N,N'-bis(2-(2-(3,5-di-t-butyl-4-hydroxyphenyl)ethylcarbonyloxy)ethyl)oxamide C(C)(C)(C)C=1C=C(C=C(C1O)C(C)(C)C)CCC(=O)OCCNC(=O)C(=O)NCCOC(=O)CCC1=CC(=C(C(=C1)C(C)(C)C)O)C(C)(C)C